amino-3-bromo-1-cyclopropyl-1H-pyrazole-4-carbonitrile NC1=C(C(=NN1C1CC1)Br)C#N